5-(3,5-difluoro-2-methoxyphenyl)-N-((6-((3S,5R)-3,5-dimethylpiperazin-1-yl)pyridin-2-yl)methyl)-7H-pyrrolo[2,3-d]pyrimidin-4-amine FC=1C(=C(C=C(C1)F)C1=CNC=2N=CN=C(C21)NCC2=NC(=CC=C2)N2C[C@@H](N[C@@H](C2)C)C)OC